N-(2-(allyloxy)phenyl)quinoxaline-6-carboxamide C(C=C)OC1=C(C=CC=C1)NC(=O)C=1C=C2N=CC=NC2=CC1